C(C)OC(NC1=C(C=C(C=C1)NCC=1SC(=CC1)Cl)C=1C=NC(=CC1)OC)=O [4-[(5-Chloro-thiophen-2-ylmethyl)-amino]-2-(6-methoxypyridin-3-yl)-phenyl]-carbamic acid ethyl ester